[N+](=O)([O-])C1=C2C=CN=CC2=C(C=C1)C=C 5-Nitro-8-vinylisoquinoline